FC1=C2C=CNC2=CC(=C1OC=1C=CC(=C(C1)C=1NC(=C(N1)C(C)(C)O)CC=1C(=C(C=CC1)C(C(=O)O)C)F)F)F (3-((2-(5-((4,6-Difluoro-1H-indol-5-yl)oxy)-2-fluorophenyl)-4-(2-hydroxypropan-2-yl)-1H-imidazol-5-yl)methyl)-2-fluorophenyl)propanoic acid